(S)-tetrahydrofuranyl chloroformate ClC(=O)O[C@@H]1OCCC1